NC1CCC(CC1)NCC(C1=CC=CC=C1)C=1C=CC(=C(C1)C=1C(=CC=C(C1F)OCC1=NC=CC=C1)C(=O)N)Cl 5'-(2-(((1r,4r)-4-aminocyclohexyl)amino)-1-phenylethyl)-2'-chloro-6-fluoro-5-(pyridin-2-ylmethoxy)-[1,1'-biphenyl]-2-carboxamide